(R)-2-(dimethylamino)-3-methylbutanoic acid CN([C@@H](C(=O)O)C(C)C)C